2-(2,3-Dihydrobenzofuran-5-yl)ethan-1-amine O1CCC2=C1C=CC(=C2)CCN